8-[1-(2,2-difluoroethyl)-3-methyl-1H-pyrazolo[3,4-b]pyrazin-6-yl]-2-[4-(trifluoromethyl)pyrimidin-2-yl]-2,8-diazaspiro[4.5]decan-3-one FC(CN1N=C(C=2C1=NC(=CN2)N2CCC1(CC(N(C1)C1=NC=CC(=N1)C(F)(F)F)=O)CC2)C)F